3,3-dimethyl-3H-indolium hexafluorophosphate F[P-](F)(F)(F)(F)F.CC1(C=[NH+]C2=CC=CC=C12)C